3-(1,2-dimethyl-1H-benzo[d]imidazol-6-yl)-1-(4-(methoxy-d3)phenyl)-5-methyl-7-(methylthio)-3,4-dihydropyrimido[4,5-d]pyrimidin-2(1H)-one CN1C(=NC2=C1C=C(C=C2)N2C(N(C1=NC(=NC(=C1C2)C)SC)C2=CC=C(C=C2)OC([2H])([2H])[2H])=O)C